F[B-](F)(F)F.C(CCCCCCCCCCCCCCC)[P+](CCCC)(CCCC)CCCC cetyltributylphosphonium tetrafluoroborate